C1(CC1)C1=CC(=CC(=N1)N1C(C=2NC(=NC2C(=C1)C(F)(F)F)CCCOC)=O)C1=C(C=C(C=C1)F)C1=NN=CN1C 5-{6-Cyclopropyl-4-[4-fluoro-2-(4-methyl-4H-1,2,4-triazol-3-yl)phenyl]-2-pyridyl}-2-(3-methoxypropyl)-7-(trifluoromethyl)-3,5-dihydro-1,3,5-triaza-4-indenone